FC1=C(C2=C(C=CC=C2C=C1)B1OC(C(O1)(C)C)(C)C)C#C[Si](C(C)C)(C(C)C)C(C)C 2-[2-fluoro-8-(4,4,5,5-tetramethyl-1,3,2-dioxaborolan-2-yl)-1-naphthyl]ethynyl-triisopropyl-silane